N-(1H-benzo[d][1,2,3]triazol-6-yl)-4-((2-hydroxyethyl)sulfonamido)-2-(6-azaspiro[2.5]octan-6-yl)benzamide N1N=NC2=C1C=C(C=C2)NC(C2=C(C=C(C=C2)NS(=O)(=O)CCO)N2CCC1(CC1)CC2)=O